tert-butyl 4-(1-(4-bromo-2-oxopyridin-1(2H)-yl)ethyl)piperidine-1-carboxylate BrC1=CC(N(C=C1)C(C)C1CCN(CC1)C(=O)OC(C)(C)C)=O